tris[1-naphthyl(phenyl)amino]triphenylamine C1(=CC=CC2=CC=CC=C12)N(C1=CC=CC=C1)C1=C(C(=C(C=C1)N(C1=CC=CC=C1)C1=CC=CC=C1)N(C1=CC=CC2=CC=CC=C12)C1=CC=CC=C1)N(C1=CC=CC2=CC=CC=C12)C1=CC=CC=C1